7-(2-fluoro-6-hydroxyphenyl)-6-methyl-1-(2-methyl-6-(2-propanyl)phenyl)-4-((2S)-2-methyl-4-(2-propenoyl)-1-piperazinyl)pyrido[2,3-d]pyrimidin-2(1H)-one FC1=C(C(=CC=C1)O)C=1C(=CC2=C(N(C(N=C2N2[C@H](CN(CC2)C(C=C)=O)C)=O)C2=C(C=CC=C2C(C)C)C)N1)C